O1C=C(C2=C1C=CC=C2)C[C@H](NC(C(C(=O)NCC2=CC(=CC=C2)OC)CC2CC2)=O)B(O)O ((1R)-2-(benzofuran-3-yl)-1-(2-(cyclopropylmethyl)-3-((3-methoxybenzyl)amino)-3-Oxopropionamido)ethyl)boronic acid